2,7-di(azacarbazolyl)-9,9-dimethylfluorene C1(=NC=CC=2C3=CC=CC=C3NC12)C1=CC=2C(C3=CC(=CC=C3C2C=C1)C1=NC=CC=2C3=CC=CC=C3NC12)(C)C